BrC=1C=CC(=C(C(=O)OC)C1)CC methyl 5-bromo-2-ethylbenzoate